FC=1C(=CC(=NC1)OC)C1=CC(=NN1)C(=O)N1CCC(CC1)C(=O)NC1CCC(CC1)C 1-(5-(5-fluoro-2-methoxypyridin-4-yl)-1H-pyrazole-3-carbonyl)-N-((1s,4s)-4-methylcyclohexyl)piperidine-4-carboxamide